ClC=1C2=C(N=C(N1)SC)C(=NC(=C2)Cl)Cl 4,6,8-trichloro-2-methylsulfanyl-pyrido[3,4-d]pyrimidine